NCC=1C(=CC=CC1)CN α,α'-diaminoxylene